4-(7-cyano-4-(morpholinomethyl)quinolin-2-yl)benzoic acid C(#N)C1=CC=C2C(=CC(=NC2=C1)C1=CC=C(C(=O)O)C=C1)CN1CCOCC1